N-[4-[[3-[2-[(1r,4r)-(4-Aminocyclohexyl)amino]pyrimidin-4-yl]-4-pyridyl]oxy]-2-fluorophenyl]benzenesulfonamide NC1CCC(CC1)NC1=NC=CC(=N1)C=1C=NC=CC1OC1=CC(=C(C=C1)NS(=O)(=O)C1=CC=CC=C1)F